CN1[C@H](CCC1)C1(CC1)O (R)-1-(1-methylpyrrolidin-2-yl)cyclopropylalcohol